S(=O)(=O)(O)O.C(=O)(O)C(C)C1=NC=CN1C 1-carboxyethyl-3-Methylimidazole hydrogen sulfate